3,4-Dihydroxy-3-cyclobutene-1,2-dione OC=1C(C(C1O)=O)=O